OCOC(CC[C@@H](C)[C@H]1CC[C@H]2[C@@H]3CC[C@@H]4CCCC[C@]4(C)[C@H]3CC[C@]12C)=O hydroxymethyl-5β-cholan-24-oate